tert-butyl (S)-7-(3-(1-(3-ethoxy-1-(3-fluoro-4-methoxyphenyl)-3-oxopropyl)azetidin-3-yl)propyl)-3,4-dihydro-1,8-naphthyridine-1(2H)-carboxylate C(C)OC(C[C@@H](C1=CC(=C(C=C1)OC)F)N1CC(C1)CCCC1=CC=C2CCCN(C2=N1)C(=O)OC(C)(C)C)=O